(S)-1-(methoxycarbonyl)azetidine-2-carboxylic acid COC(=O)N1[C@@H](CC1)C(=O)O